ClC1=C(C(=C(C=N1)C(C)=O)C)C (6-chloro-4,5-dimethylpyridin-3-yl)ethan-1-one